C(C1=CC=CC=C1)OC=1C=CC=C2C=C(N(C12)CC1CC1)C1=NC=2C(=CC=3CCN(C(C3C2)=O)C[C@@H](CF)NC(OC(C)(C)C)=O)N1C Tert-butyl (S)-(1-(2-(7-(benzyloxy)-1-(cyclopropylmethyl)-1H-indol-2-yl)-1-methyl-5-oxo-1,5,7,8-tetrahydro-6H-imidazo[4,5-g]isoquinolin-6-yl)-3-fluoropropan-2-yl)carbamate